CN(C[C@@H](C)OC1=C2C(=NC=NC2=CC(=C1)N1CC(C1)(O)C)NC=1C(=C2C=CC=NC2=CC1)F)C (R)-1-(5-((1-(dimethylamino)propan-2-yl)oxy)-4-((5-fluoroquinolin-6-yl)amino)quinazolin-7-yl)-3-methylazetidin-3-ol